1-(3-Methoxypyridin-2-yl)piperazine, hydrochloride salt Cl.COC=1C(=NC=CC1)N1CCNCC1